(S)-7-bromo-8-((5-((tert-butyldiphenylsilyl)oxy)-2-hydroxypentyl)thio)-6-chloroquinazoline-2,4(1H,3H)-dione BrC1=C(C=C2C(NC(NC2=C1SC[C@H](CCCO[Si](C1=CC=CC=C1)(C1=CC=CC=C1)C(C)(C)C)O)=O)=O)Cl